FC1=C(OC2=C(C=C(C=C2)NS(=O)(=O)C)C2=CN(C(C=C2C)=O)C)C=CC(=C1)F N-[4-(2,4-difluorophenoxy)-3-(1,4-dimethyl-6-oxopyridin-3-yl)phenyl]methanesulfonamide